tert-butyl N-[[4-[5-methyl-2-(trifluoromethyl)thiazol-4-yl]phenyl]methyl]carbamate CC1=C(N=C(S1)C(F)(F)F)C1=CC=C(C=C1)CNC(OC(C)(C)C)=O